bis(4-((1,3-bis(nonanoyloxy)propan-2-yl)oxy)-4-oxobutyl)ammonium chloride [Cl-].C(CCCCCCCC)(=O)OCC(COC(CCCCCCCC)=O)OC(CCC[NH2+]CCCC(OC(COC(CCCCCCCC)=O)COC(CCCCCCCC)=O)=O)=O